1-[2-(1-ethylpyrrolidin-2-yl)phenyl]propan-2-amine C(C)N1C(CCC1)C1=C(C=CC=C1)CC(C)N